6-((2,6-dimethylpyrimidin-4-yl)amino)-1-(1-methyl-6-oxo-1,6-dihydropyridin-2-yl)-1,2-dihydro-3H-pyrazolo[4,3-c]pyridin-3-one CC1=NC(=CC(=N1)NC1=CC2=C(C=N1)C(NN2C=2N(C(C=CC2)=O)C)=O)C